[Al](Br)(Br)Br.C(C=C)N1CC=C(C=C1)C1=CC=C(C=C1)Br 1-allyl-4-(4-bromophenyl)pyridine aluminum tribromide